(1s,4s)-N-((R)-4-(5-(5-fluoro-2-methoxypyridin-4-yl)-1H-pyrazole-3-carbonyl)-4-azaspiro[2.5]Octane-7-yl)-4-hydroxy-4-(trifluoromethyl)cyclohexane-1-carboxamide FC=1C(=CC(=NC1)OC)C1=CC(=NN1)C(=O)N1C2(CC2)C[C@@H](CC1)NC(=O)C1CCC(CC1)(C(F)(F)F)O